FC1=C(C(=C(C(=C1OC(CCCCC(=O)OC1=C(C(=C(C(=C1F)F)F)F)F)=O)F)F)F)F adipic acid bis(pentafluorophenyl) ester